O=C1NC2=CC=CC=C2C=C1 oxo-1,2-dihydroquinolin